maleimidohexanoic acid hydrazide C1(C=CC(N1C(C(=O)NN)CCCC)=O)=O